COC(=O)C1=NC=CC2=C1CNC2=O 1-oxo-2,3-dihydro-1H-pyrrolo[3,4-c]pyridine-4-carboxylic acid methyl ester